FC(S(=O)(=O)OCC(F)(F)F)(F)F 2,2,2-trifluoroethyl trifluoromethane-sulfonate